2-(2,3-dihydro-3-oxo-1H-indene-1-ylidene)malononitrile O=C1CC(C2=CC=CC=C12)=C(C#N)C#N